NC1=C2N=CN(C2=NC=N1)C1C(C(C(O1)C(=O)NCCCNC(CC1=CC=CC=C1)=O)O)O 5-(6-amino-9H-purin-9-yl)-3,4-dihydroxy-N-(3-(2-phenylacetamido)propyl)tetrahydrofuran-2-carboxamide